2-(7-((3,4-difluorophenyl)carbamoyl)-6-methyl-2,3-dihydro-1H-pyrrolizin-5-yl)-2-oxoacetic acid FC=1C=C(C=CC1F)NC(=O)C=1C(=C(N2CCCC12)C(C(=O)O)=O)C